2-(3-cyclopentylpropyl)-4,4,5,5-tetramethyl-1,3,2-Dioxaborolane C1(CCCC1)CCCB1OC(C(O1)(C)C)(C)C